ClC1=C(C=CC(=C1)C(F)(F)F)NC(=O)C1(CCC1)N1N=CC(=C1)C#CC1CN(C1)C=1C=C2C(N(C(C2=CC1)=O)C1C(NC(CC1)=O)=O)=O N-(2-chloro-4-(trifluoromethyl)phenyl)-1-(4-((1-(2-(2,6-dioxopiperidin-3-yl)-1,3-dioxoisoindolin-5-yl)azetidin-3-yl)ethynyl)-1H-pyrazol-1-yl)cyclobutane-1-carboxamide